3-(5-(4-(2-((Tert-butyldimethylsilyl)oxy)ethyl)piperidin-1-yl)-3-methyl-2-oxo-2,3-dihydro-1H-benzo[d]imidazol-1-yl)piperidine-2,6-dione [Si](C)(C)(C(C)(C)C)OCCC1CCN(CC1)C1=CC2=C(N(C(N2C)=O)C2C(NC(CC2)=O)=O)C=C1